ClC=1C(=C(C=CC1)NC(C=C)=O)C N-(3-chloro-2-methylphenyl)prop-2-enamide